N-(2-oxo-2-(4-((1s,3s)-3-phenylcyclobutyl)hexahydropyrrolo[3,2-b]pyrrol-1(2H)-yl)ethyl)-3-(trifluoromethyl)benzamide O=C(CNC(C1=CC(=CC=C1)C(F)(F)F)=O)N1C2C(CC1)N(CC2)C2CC(C2)C2=CC=CC=C2